(1H-indol-6-yl)(4-((3-(trifluoromethyl)pyridin-2-yl)oxy)piperidin-1-yl)methanone N1C=CC2=CC=C(C=C12)C(=O)N1CCC(CC1)OC1=NC=CC=C1C(F)(F)F